C(C)(C)(C)OC(C[C@@H]1OC(O[C@@H](C1)C=CC=1C(=NC2=CC=CC=C2C1C1=CC=C(C=C1)F)C1CC1)(C)C)=O (4R,6S)-6-[[(1E)-2-cyclopropyl-4-(4-fluorophenyl)-3-quinolyl]vinyl]-2,2-dimethyl-1,3-dioxane-4-acetic acid tert-butyl ester